5-methyl-6-oxo-8-(4-(4-(tert-amyl)phenoxy)piperidin-1-yl)-5,6-dihydro-1,5-naphthyridine-2-carbonitrile CN1C=2C=CC(=NC2C(=CC1=O)N1CCC(CC1)OC1=CC=C(C=C1)C(C)(C)CC)C#N